(2S)-2-(2-tert-butoxycarbonyl-5-oxo-2,6-diazaspiro[3.5]nonan-6-yl)-3-methyl-butyric acid C(C)(C)(C)OC(=O)N1CC2(C1)C(N(CCC2)[C@H](C(=O)O)C(C)C)=O